BrC1=CC(=C(O[C@H](C(=O)O)C)C=C1)C1=NOC=C1 (2S)-2-[4-Bromo-2-(1,2-oxazol-3-yl)phenoxy]propanoic acid